N-{7-methoxy-6-[3-(pyrrolidin-1-yl)propoxy]-1H,2H,3H-cyclopenta[b]quinolin-9-yl}-1-(pyridin-4-yl)piperidin-4-amine COC1=CC=2C(=C3C(=NC2C=C1OCCCN1CCCC1)CCC3)NC3CCN(CC3)C3=CC=NC=C3